7-chloro-5-methyl-4-oxo-1-[3-(pyridin-4-yl)-1,2,4-thiadiazol-5-yl]-1,4-dihydro-1,8-naphthyridine-3-carboxylic acid ClC1=CC(=C2C(C(=CN(C2=N1)C1=NC(=NS1)C1=CC=NC=C1)C(=O)O)=O)C